5-(7-bromo-6-chloro-2,8-difluoro-quinazolin-4-yl)-2,5-diazabicyclo[2.2.1]Heptane-2-carboxylic acid tert-butyl ester C(C)(C)(C)OC(=O)N1C2CN(C(C1)C2)C2=NC(=NC1=C(C(=C(C=C21)Cl)Br)F)F